BrC1=C(C=NC2=CC(=CC=C12)OC)N 4-Bromo-7-methoxyquinolin-3-amine